NC1=CC=C(C(=O)NCCC(=O)O)C=C1 N-(p-aminobenzoyl)-β-alanine